ClC=1C=CC=2N(C1)N=CC2C(=O)NC2=C(C=C(C(=C2)C=2C=NN(C2)CC(F)F)C)C 6-Chloro-N-[5-[1-(2,2-difluoroethyl)pyrazol-4-yl]-2,4-dimethylphenyl]pyrazolo[1,5-a]pyridine-3-carboxamide